benzyl 4-methyl piperidine-1,4-dicarboxylate N1(CCC(CC1)C(=O)OC)C(=O)OCC1=CC=CC=C1